2-((2,5-Bis(trifluoromethyl)pyrazolo[1,5-a]pyrimidin-7-yl)amino)-1-(4-fluorophenyl)ethan-1-ol FC(C1=NN2C(N=C(C=C2NCC(O)C2=CC=C(C=C2)F)C(F)(F)F)=C1)(F)F